BrC1=C(C=C2C(=NC(=NC2=C1F)OC[C@]12CCCN2C[C@@H](C1)F)N1C[C@@](CCC1)(N)C)F (R)-1-(7-Bromo-6,8-difluoro-2-(((2R,7aS)-2-fluorotetrahydro-1H-pyrrolizin-7a(5H)-yl)methoxy)quinazolin-4-yl)-3-methylpiperidin-3-amine